C(C1=CC=CC=C1)SC=1C=C(C=2N(C1)C(=NC2)C=2SC(=NN2)C(F)F)OCCCOC 2-(6-(benzylthio)-8-(3-methoxypropoxy)imidazo[1,5-a]pyridin-3-yl)-5-(difluoromethyl)-1,3,4-thiadiazole